CC=1C(=NC(=CC1)C)[C@@H](C1(CCCC1)C)NC1=C(C(C1=O)=O)NC1=C(C(=NC=C1)C(=O)N(C)C)O (R)-4-((2-(((3,6-dimethylpyridin-2-yl)(1-methylcyclopentyl)methyl)amino)-3,4-dioxocyclobut-1-en-1-yl)amino)-3-hydroxy-N,N-dimethylpicolinamide